C(C)C(C(=O)O)P(=O)(OC)OC.C(C)OC(C(P(=O)(O)O)(C)C)=O dimethyl-phosphonoacetic acid ethyl ester (Ethyl dimethylphosphonoacetate)